3-(2-amino-[1,2,4]triazolo[1,5-a]pyridin-7-yl)-6-(1-(5-fluoro-2-(trifluoromethoxy)phenyl)ethyl)-7,8-dihydro-1,6-naphthyridin-5(6H)-one NC1=NN2C(C=C(C=C2)C=2C=NC=3CCN(C(C3C2)=O)C(C)C2=C(C=CC(=C2)F)OC(F)(F)F)=N1